COCCN(C=1N=C(C2=C(N1)C(=NC(=N2)N(CCOC)CCOC)N2CCC(CC2)OC)NCCCO)CCOC 3-((2,6-bis(bis(2-methoxyethyl)amino)-8-(4-methoxypiperidin-1-yl)pyrimido[5,4-d]pyrimidin-4-yl)amino)propan-1-ol